trimethylphenyl-pyridine CC=1C(=C(C(=NC1)C1=CC=CC=C1)C)C